FC(C)(F)C1=NC(=CC(=N1)N1CC2(C=3C=NC(=CC31)NC(C)=O)CC2)C(C)C N-(1'-(2-(1,1-difluoroethyl)-6-isopropylpyrimidin-4-yl)-1',2'-dihydrospiro[cyclopropane-1,3'-pyrrolo[3,2-c]pyridin]-6'-yl)acetamide